ClC=1C=C(C(=O)NC=2C=C(N(N2)CC2=CC=C(C=C2)OC)C(=O)NC2CCOCC2)C=CC1OC 5-[(3-chloro-4-methoxy-benzoyl)amino]-2-[(4-methoxyphenyl)-methyl]-N-tetrahydropyran-4-yl-pyrazole-3-carboxamide